BrCC=1C=C(C(=C(C1)OCCCCCCCCCCCC)OCCCCCCCCCCCC)OCCCCCCCCCCCC 5-(bromomethyl)-1,2,3-tris(dodecyloxy)benzene